CC=1C(=NC=C(C1)C)CN1CCN(CC1)C1=C(C(=CC(=C1)CC(C)C)F)C=1N=NNN1 1-[(3,5-dimethyl-2-pyridinyl)methyl]-4-[3-fluoro-5-isobutyl-2-(2H-tetrazol-5-yl)phenyl]piperazine